N-methyl-N-(propan-2-yl)-2-[4-(4,4,5,5-tetramethyl-1,3,2-dioxaborolan-2-yl)-1H-pyrazol-1-yl]propanamide CN(C(C(C)N1N=CC(=C1)B1OC(C(O1)(C)C)(C)C)=O)C(C)C